NCCC1=CC(=NC=C1)C1=C(C=C(C#N)C=C1)OC=1N(N=C(C1)C1CC1)C 4-[4-(2-aminoethyl)pyridin-2-yl]-3-(5-cyclopropyl-2-methylpyrazol-3-yl)oxybenzonitrile